C1(CCCC1)C1=NC2=NC=NC(=C2N1)NC(CC1=CC(=CC(=C1)C=1NC=CC1)F)=O N-(8-cyclopentyl-7H-purin-6-yl)-2-(3-fluoro-5-(1H-pyrrol-2-yl)phenyl)acetamide